[6-[2-(dimethylamino)-2-oxo-ethyl]-7,8-dihydro-5H-1,6-naphthyridin-3-yl]boronic acid CN(C(CN1CC=2C=C(C=NC2CC1)B(O)O)=O)C